FC1=C(NC=2C(=NC(=C(N2)NC)C=2C3=C(C=NC2)N(C=N3)C)C(=O)N)C=CC(=C1)CN1[C@H]3CO[C@@H](C1)C3 3-[2-Fluoro-4-[[(1R,4R)-2-oxa-5-azabicyclo[2.2.1]heptan-5-yl]methyl]anilino]-5-(methylamino)-6-(3-methylimidazo[4,5-c]pyridin-7-yl)pyrazine-2-carboxamide